C1(=CC=CC=C1)C1=NC(=CC(=N1)C1=CC=CC=C1)C1=C(C=CC=C1)B1OC(C(O1)(C)C)(C)C 2,4-diphenyl-6-(2-(4,4,5,5-tetramethyl-1,3,2-dioxaborolan-2-yl)phenyl)pyrimidine